ClC=1C(N(C(=CC1OC([2H])([2H])C1=NC=C(C=C1Cl)F)C)C1=CC(=NC=C1C)N1C(C(=NC=C1)C(C)(C)O)=O)=O rel-3-chloro-4-((3-Chloro-5-fluoropyridin-2-yl)methoxy-d2)-2'-(3-(2-hydroxypropan-2-yl)-2-oxopyrazin-1(2H)-yl)-5',6-dimethyl-2H-[1,4'-bipyridine]-2-one